C(C)(C)(C)OC(=O)N1C(CC(CC1)C(=O)O)C 1-[(tert-butoxy)carbonyl]-2-methylpiperidine-4-carboxylic acid